FC=1C=C(C(=O)[O-])C=C(C1O)S 3-fluoro-4-hydroxy-5-mercaptobenzoate